4-(4-fluorophenyl)-5-methylene-pyrrol-2-one FC1=CC=C(C=C1)C1=CC(NC1=C)=O